(2,5-Divinylthiophen-3-yl)carbamic acid tert-butyl ester C(C)(C)(C)OC(NC1=C(SC(=C1)C=C)C=C)=O